6-(4,4,5,5-tetramethyl-1,3,2-dioxaborolan-2-yl)-3,4-dihydroquinoline CC1(OB(OC1(C)C)C=1C=C2CCC=NC2=CC1)C